(3R)-3-(4-chlorophenyl)-2-[(5-chloropyridin-2-yl)methyl]-4-fluoro-6-(2-hydroxypropan-2-yl)-3-methoxy-2,3-dihydro-1H-isoindol-1-one ClC1=CC=C(C=C1)[C@@]1(N(C(C2=CC(=CC(=C12)F)C(C)(C)O)=O)CC1=NC=C(C=C1)Cl)OC